CC1=C(C=NC(=C1)C(F)(F)F)NC1CNCC1 4-methyl-3-(pyrrolidin-3-ylamino)-6-(trifluoromethyl)pyridin